[C@H]12COC[C@H](CC1)N2C2=C(C=CC(=C2)C(C)(C)C)C=2C=C1CCN(C(C1=CC2)=O)C=2C=CC(=C(C2)NS(=O)(=O)C)O N-(5-(6-(2-((1R,5S)-3-oxa-8-azabicyclo[3.2.1]octan-8-yl)-4-(tert-butyl)phenyl)-1-oxo-3,4-dihydroisoquinolin-2(1H)-yl)-2-hydroxyphenyl)methanesulfonamide